NC1=NC2=CC(=CC=C2C=C1F)N[C@H]1CC[C@]2([C@@H]1O[C@H](C2O)N2C=CC1=C2N=CN=C1C)O (2R,3aS,6S,6aR)-6-((2-amino-3-fluoroquinolin-7-yl)amino)-2-(4-methyl-7H-pyrrolo[2,3-d]pyrimidin-7-yl)hexahydro-3aH-cyclopenta[b]furan-3,3a-diol